Cl.CC1=NC=CC(=C1)C=1C=C2CCCC(C2=CC1)CNC=1C=NC=CC1C(=O)O 3-({[6-(2-methylpyridin-4-yl)-1,2,3,4-tetrahydronaphthalen-1-yl]methyl}amino)pyridine-4-carboxylic acid, hydrochloride